ClC1=CC=C(C=C1)C1=CC=2C3=C(C=NC2C=C1)N(C(N3C=3C(=NC(=C(C#N)C3)N3CCNCC3)C)=N)C 5-(8-(4-Chlorophenyl)-2-imino-3-methyl-2,3-dihydro-1H-imidazo[4,5-c]quinolin-1-yl)-6-methyl-2-(piperazin-1-yl)nicotinonitrile